C(=O)NC(C)(C)C1=CC=C(C=C1)N1N=C2C(=CC=CC2=C1)C(=O)N 2-{4-[1-(formylamino)-1-methylethyl]phenyl}-2H-indazole-7-carboxamide